NC=1C=C(C(=NC1C(=O)OC)O[C@H](CCCCC[C@@](C(=O)O)(C(F)(F)F)O)C)C(F)(F)F (2R,8S)-8-{[5-amino-6-(methoxycarbonyl)-3-(trifluoromethyl)pyridin-2-yl]oxy}-2-hydroxy-2-(trifluoromethyl)nonanoic acid